P(=O)(OCC1C2=CC=CC=C2C=2C=CC=CC12)(OCC1C2=CC=CC=C2C=2C=CC=CC12)OCC=C(CO[Si](C1=CC=CC=C1)(C1=CC=CC=C1)C(C)(C)C)I (Z)-bis((9H-Fluoren-9-yl)methyl) (4-((tert-butyldiphenylsilyl)oxy)-3-iodobut-2-en-1-yl) phosphate